tert-butyl (2S,6R)-2-[[bis(4-methoxyphenyl)-phenyl-methoxy]methyl]-6-(2,4-dioxo-pyrimidin-1-yl)-2-(triisopropylsilyloxymethyl)morpholine-4-carboxylate COC1=CC=C(C=C1)C(OC[C@@]1(CN(C[C@@H](O1)N1C(NC(C=C1)=O)=O)C(=O)OC(C)(C)C)CO[Si](C(C)C)(C(C)C)C(C)C)(C1=CC=CC=C1)C1=CC=C(C=C1)OC